(2s,5s)-5-hydroxy-5-(methylsulfonylmethyl)octahydropentalen OC1(CC2CCCC2C1)CS(=O)(=O)C